C1(CC1)OC=1C(=NC=CC1)C(=O)NC1=CC(=C(C(=C1)F)OC1=CC=NC2=CC(=C(C=C12)OC)OCCNC)F 3-cyclopropoxy-N-(3,5-difluoro-4-((6-methoxy-7-(2-(methylamino)ethoxy)quinolin-4-yl)oxy)phenyl)picolinamide